ClC1=C(C(=CC=C1Cl)OC)[C@H]1C[C@H]2CC(CC(N2C1)=O)=O (2R,8aS)-2-(2,3-dichloro-6-methoxyphenyl)-hexahydroindolizine-5,7-dione